FC1(CCC(CC1)[C@@H](C(=O)NC=1C=C2CC(CC2=CC1)(N1CC2(CC2)CNC1=O)C(NC)=O)NC(=O)C1=NON=C1C)F N-((1S)-1-(4,4-difluorocyclohexyl)-2-((2-(methylcarbamoyl)-2-(6-oxo-5,7-diazaspiro[2.5]octan-5-yl)-2,3-dihydro-1H-inden-5-yl)amino)-2-oxoethyl)-4-methyl-1,2,5-oxadiazole-3-carboxamide